ClC1=C2C(=NC=C1C=1C=C(C=CC1)N1C(CN(CC1)C(CCN1CCN(CC1)C=1C=C3C(N(C(C3=CC1)=O)C1C(NC(CC1)=O)=O)=O)=O)=O)NC=C2CC 5-(4-(3-(4-(3-(4-chloro-3-ethyl-1H-pyrrolo[2,3-b]pyridin-5-yl)phenyl)-3-oxopiperazin-1-yl)-3-oxopropyl)piperazin-1-yl)-2-(2,6-dioxopiperidin-3-yl)isoindoline-1,3-dione